[Si](C)(C)(C(C)(C)C)OCC=1C=C(C=C(C1)CO[Si](C)(C)C(C)(C)C)N 3,5-bis-(t-butyldimethylsilyloxymethyl)-1-aminobenzene